ClC1=NC=2C=CC=C(C2C=C1)S(=O)(=O)NC1=NC(=C(C(=N1)OC)CC(F)F)OC 2-chloro-N-[5-(2,2-difluoroethyl)-4,6-dimethoxy-pyrimidin-2-yl]quinoline-5-sulfonamide